4-(2-fluoro-6-methoxyphenyl)-2-(4-methyl-6-((S)-3-methylpiperazin-1-yl)pyridin-2-yl)-2,3-dihydro-1H-pyrrolo[3,4-c]pyridin-1-one FC1=C(C(=CC=C1)OC)C1=NC=CC2=C1CN(C2=O)C2=NC(=CC(=C2)C)N2C[C@@H](NCC2)C